FC=1C=C(C(=C2CCCC12)NC(=O)N=[S@@](=O)(N)C=1C=NN2C1OC(C2)(C)C)C2=CC(=NC=C2)OC (S)-N'-((7-fluoro-5-(2-methoxypyridin-4-yl)-2,3-dihydro-1H-inden-4-yl)carbamoyl)-2,2-dimethyl-2,3-dihydropyrazolo[5,1-b]oxazole-7-sulfonimidamide